ClC1=C2CCCC3(CC=4N=C(N=C(C4CO3)N3CC[C@@H](CCC3)C#N)S(=O)(=O)C)C2=C(C(=C1)NC(OC(C)(C)C)=O)F |o1:19| tert-Butyl (5-chloro-4'-((R*)-4-cyanoazepan-1-yl)-8-fluoro-2'-(methylsulfonyl)-3,4,5',8'-tetrahydro-2H-spiro[naphthalene-1,7'-pyrano[4,3-d]pyrimidin]-7-yl)carbamate